C(C)(=O)CC(=O)NC=1C=C(C=CC1)[C@@H](C(=O)NC1=NC=C(C(=C1)C1=C2N(N=C1)CC(C2)(C)C)Cl)C (S)-2-(3-acetylacetylaminophenyl)-N-(5-chloro-4-(5,5-dimethyl-5,6-dihydro-4H-pyrrolo[1,2-b]pyrazol-3-yl)pyridin-2-yl)propionamide